3-fluoro-4-(1-methyl-6-(1H-pyrazole-4-yl)-1H-indazole-5-yloxy)-1-(4-fluorophenyl)-6-trifluoromethyl-2-oxo-1,2-dihydropyridine FC=1C(N(C(=CC1OC=1C=C2C=NN(C2=CC1C=1C=NNC1)C)C(F)(F)F)C1=CC=C(C=C1)F)=O